Cl.NC/C(/CN1N=C2C(C(N(CC2)CC(C)(C)C)=O)=C1)=C\F (E)-2-(2-(aminomethyl)-3-fluoroallyl)-5-neopentyl-2,5,6,7-tetrahydro-4H-pyrazolo[4,3-c]pyridin-4-one hydrochloride